Tert-butyl (2S,4R)-2-(((6-bromopyridin-2-yl) methyl) carbamoyl)-4-fluoropyrrolidine-1-carboxylate BrC1=CC=CC(=N1)CNC(=O)[C@H]1N(C[C@@H](C1)F)C(=O)OC(C)(C)C